N-(4-chlorophenyl)-N-[4-(9-phenyl-9H-carbazol-3-yl)phenyl]-9,9-dimethyl-9H-fluoren-2-amine ClC1=CC=C(C=C1)N(C1=CC=2C(C3=CC=CC=C3C2C=C1)(C)C)C1=CC=C(C=C1)C=1C=CC=2N(C3=CC=CC=C3C2C1)C1=CC=CC=C1